ClC1=C2C(=NC=C1)NC=C2C2CC2 4-chloro-3-cyclopropyl-1H-pyrrolo[2,3-b]pyridin